C1(=CC=CC=C1)C=1C=C(N=C2C3CCN(C12)CC3)N3N=C(N=C3N)NC3=CC(=C(C=C3)N3CCN(CC3)CC(=O)O)F 1-(1,4-ethano-8-phenyl-1,2,3,4-tetrahydro-1,5-naphthyridin-6-yl)-N3-(3-fluoro-4-(4-carboxymethylpiperazin-1-yl)phenyl)-1H-1,2,4-triazole-3,5-diamine